1-(5-chloropyridin-2-yl)-N-(3-fluoro-4-((1-isopropyl-2-keto-2,3-dihydro-1H-imidazo[4,5-b]pyridin-7-yl)oxy)phenyl)-5-(trifluoromethyl)-1H-pyrazole-4-carboxamide ClC=1C=CC(=NC1)N1N=CC(=C1C(F)(F)F)C(=O)NC1=CC(=C(C=C1)OC1=C2C(=NC=C1)NC(N2C(C)C)=O)F